CC1=C(C(=CC=C1)C)C1=NC=2NS(C3=CC=CC(C(N4C(CN(CC(OC(=C1)N2)C4)C(=O)[O-])CCC(C)C)=O)=C3)(=O)=O 12-(2,6-dimethylphenyl)-20-(3-methylbutyl)-2,8,8-trioxo-15-oxa-8λ6-thia-1,9,11,18,22-pentaazatetracyclo[14.4.1.13,7.110,14]tricosa-3(23),4,6,10(22),11,13-hexaene-18-carboxylate